2-(4-(phenylethynyl)phenyl)-3a,4,5,6,7,7a-hexahydro-1H-benzo[d]imidazole C1(=CC=CC=C1)C#CC1=CC=C(C=C1)C1=NC2C(N1)CCCC2